1-(4-chloro-2-(methylthio)pyrimidin-5-yl)-N-(3-fluorobicyclo[1.1.1]pentan-1-yl)cyclopropane-1-carboxamide ClC1=NC(=NC=C1C1(CC1)C(=O)NC12CC(C1)(C2)F)SC